sodium (4-hydroxy-2,2-dimethyl-butyryl) oxide OCCC(C(=O)OC(C(CCO)(C)C)=O)(C)C.[Na]